t-butyl-(diphenyl)silyl chloride C(C)(C)(C)[Si](C1=CC=CC=C1)(C1=CC=CC=C1)Cl